4-(4-bromophenoxy)-1-methylpiperidine BrC1=CC=C(OC2CCN(CC2)C)C=C1